C1(CCC1)CN1C(N(CC12CCC(CC2)(C2=CC=CC=C2)NC)C2=C(C=C(C=C2)S(=O)(=O)N(C)C)C(F)(F)F)=O 4-[1-(cyclobutyl-methyl)-8-methylamino-2-oxo-8-phenyl-1,3-diazaspiro[4.5]decan-3-yl]-N,N-dimethyl-3-(trifluoromethyl)-benzenesulphonic acid amide